Cl.N[C@H]1[C@H](CCC1)O (1S,2R)-2-aminocyclopentane-1-ol hydrochloride